4-ETHOXYBIPHENYL-4'-BORONIC ACID C(C)OC1=CC=C(C=C1)C1=CC=C(C=C1)B(O)O